CS(=O)(=O)OC1CC2(CN(C2)C2(CCOCC2)C)C1 2-(4-methyltetrahydro-2H-pyran-4-yl)-2-azaspiro[3.3]heptane-6-yl methanesulfonate